7-(Cyclopropylamino)-5-((4-(methyl(2-(methylamino)ethyl)amino)-3-((methylsulfonyl)methyl)phenyl)amino)pyrazolo[1,5-a]pyrimidin C1(CC1)NC1=CC(=NC=2N1N=CC2)NC2=CC(=C(C=C2)N(CCNC)C)CS(=O)(=O)C